(S)-N-(3-(2-((2,3-dihydro-1H-inden-2-yl)amino)pyrimidin-5-yl)-5-methoxyphenyl)-4,5,6,7-tetrahydro-1H-benzo[d][1,2,3]triazole-5-carboxamide C1C(CC2=CC=CC=C12)NC1=NC=C(C=N1)C=1C=C(C=C(C1)OC)NC(=O)[C@@H]1CC2=C(NN=N2)CC1